N-[(1R)-1-(4-Fluorophenyl)ethyl]-6-(4-methyl-3,4-dihydro-2H-1,4-benzoxazin-6-yl)-4-oxo-4,5-dihydropyrazolo[1,5-a]pyrazin-2-carboxamide FC1=CC=C(C=C1)[C@@H](C)NC(=O)C1=NN2C(C(NC(=C2)C=2C=CC3=C(N(CCO3)C)C2)=O)=C1